O1C[C@H](CC1)OC1=NC(=NC=C1C(F)(F)F)N (((S)-tetrahydrofuran-3-yl)oxy)-5-(trifluoromethyl)pyrimidin-2-amine